Cl.Cl.C12N(CC(NC1)CC2)CC2=C(N=C1N2C=CC=C1)C1=CC=C(C=C1)C(C)C 3-[2,5-diazabicyclo[2.2.2]oct-2-ylmethyl]-2-(4-isopropylphenyl)imidazo[1,2-a]pyridine dihydrochloride